3-heptadecyl-1,5-pentanediol C(CCCCCCCCCCCCCCCC)C(CCO)CCO